4,8-dibromo-1-naphthalenecarboxylic acid BrC1=CC=C(C2=C(C=CC=C12)Br)C(=O)O